FC(CCC(O)C1=CC=CC=C1)(F)F 4,4,4-trifluoro-1-phenylbutan-1-ol